ClC=1C(=C(CN2[C@@H](C[C@@](CC2)(C(=O)O)CC2=NC(=C(C(=C2)CC)C)NC2=NNC(=C2)C)C)C=CC1)F (2R,4R)-1-(3-chloro-2-fluorobenzyl)-4-((4-ethyl-5-methyl-6-((5-methyl-1H-pyrazol-3-yl)amino)-pyridin-2-yl)methyl)-2-methyl-piperidine-4-carboxylic acid